Cl.ClC1=CC(=C(C=C1)C1OC2=C(OC1)C=CC=C2C2CCNCC2)F 4-(3-(4-chloro-2-fluorophenyl)-2,3-dihydrobenzo[b][1,4]dioxin-5-yl)piperidine hydrochloride